4-amino-1-methyl-N-((1-methyl-5-(trifluoromethyl)-1H-benzo[d]imidazol-2-yl)methyl)-N-(2-oxopyrrolidin-1-yl)-1H-pyrazolo[4,3-c]quinoline-8-carboxamide NC1=NC=2C=CC(=CC2C2=C1C=NN2C)C(=O)N(N2C(CCC2)=O)CC2=NC1=C(N2C)C=CC(=C1)C(F)(F)F